CSC1=CC=C(C=C1)S(=O)C1=CC=CC=C1 1-methylsulfanyl-4-(phenylsulfinyl)benzene